C(C=C)OC(=O)N1[C@@H](C[C@H](C1)N(CCC1=CC=CC=C1)C(=O)OC(C)(C)C)C(=O)O (2S,4R)-1-((allyloxy)carbonyl)-4-((tert-butoxycarbonyl)(phenethyl)amino)pyrrolidine-2-carboxylic acid